FC(C(=O)[O-])(F)F.NC(=O)C1=CC(=CC2=CN(N=C12)C1C[NH2+]CCC1)F 3-[7-(aminocarbonyl)-5-fluoro-2H-indazol-2-yl]piperidinium trifluoroacetate